3,5,6,7-tetrahydro-1H-2,4-diaza-s-indacene-2-carboxylic acid tert-butyl ester C(C)(C)(C)OC(=O)N1CC2=CC=3CCCC3N=C2C1